F[C@@H]1CC2=C(C=3CCCC3C(=C2C1)NC(=O)N=[S@@](=O)(N)C=1C=NN2C1O[C@@H](C2)C)F (S,2R)-N'-(((S)-2,8-difluoro-1,2,3,5,6,7-hexahydro-s-indacen-4-yl)carbamoyl)-2-methyl-2,3-dihydropyrazolo[5,1-b]oxazole-7-sulfonimidamide